(2R,4R)-1-(3-chloro-2-fluorobenzyl)-4-((5-fluoro-6-((5-methyl-1H-pyrazol-3-yl)amino)-4-(pyridazin-3-yl)pyridin-2-yl)methyl)-2-methylpiperidine-4-carboxylic acid ClC=1C(=C(CN2[C@@H](C[C@@](CC2)(C(=O)O)CC2=NC(=C(C(=C2)C=2N=NC=CC2)F)NC2=NNC(=C2)C)C)C=CC1)F